2'-chloro-5'-methoxy-N-(5-(6-methoxy-5-(trifluoromethyl)picolinoyl)-5,6-dihydro-4H-pyrrolo[3,4-d]thiazol-2-yl)-6-methyl-[4,4'-bipyridine]-3-carboxamide ClC1=NC=C(C(=C1)C1=C(C=NC(=C1)C)C(=O)NC=1SC2=C(N1)CN(C2)C(C2=NC(=C(C=C2)C(F)(F)F)OC)=O)OC